C(C)(C)(C)OC(NC1CNCC(C1)C1CC1)=O N-[5-cyclopropylpiperidin-3-yl]carbamic acid tert-butyl ester